1-(3-isopropyl-1-(quinolin-6-yl)-1H-pyrazol-5-yl)-3-(3-methyl-4-(2-(methylcarbamoyl)pyridin-4-yloxy)phenyl)urea C(C)(C)C1=NN(C(=C1)NC(=O)NC1=CC(=C(C=C1)OC1=CC(=NC=C1)C(NC)=O)C)C=1C=C2C=CC=NC2=CC1